4-[(2,5-dichlorophenyl)azo]-3-hydroxy-N-(2,5-dimethoxyphenyl)-2-naphthalenecarboxyamide ClC1=C(C=C(C=C1)Cl)N=NC1=C(C(=CC2=CC=CC=C12)CC(=O)NC1=C(C=CC(=C1)OC)OC)O